3-((2S)-3-(8-(3-(2H-tetrazol-5-yl)phenylsulfonyl)-1-oxa-8-azaspiro[4.5]dec-3-ylamino)-2-hydroxypropoxy)-N-methylbenzenesulfonamide N=1NN=NC1C=1C=C(C=CC1)S(=O)(=O)N1CCC2(CC(CO2)NC[C@@H](COC=2C=C(C=CC2)S(=O)(=O)NC)O)CC1